ClC=1N=CC=C2C1N(C(=C2)\C=C(/C)\[N+](=O)[O-])C (E)-7-chloro-1-methyl-2-(2-nitroprop-1-en-1-yl)-1H-pyrrolo[2,3-c]pyridine